[N+](=O)([O-])C1=CC(=CC=2C=COC21)OC2=CC=C(C=C2)C(F)(F)F 7-Nitro-5-(4-(trifluoromethyl)-phenoxy)benzofuran